2-[(2,2,3,3-tetramethylcyclopropanecarbonyl)amino]pyridine-4-carboxylic acid CC1(C(C1(C)C)C(=O)NC1=NC=CC(=C1)C(=O)O)C